2-(4-morpholinyl)-propane-1-one N1(CCOCC1)C(C=O)C